1-(1-chloroethyl)-3-chlorocyclohexan ClC(C)C1CC(CCC1)Cl